2-(trifluoromethyl)-1,3,4-thiadiazole FC(C=1SC=NN1)(F)F